FC1(C(C12CCC2)CS(=O)(=O)NC2=C(C=C(C=C2)C2=NC=1C=NC(=NC1N(C2=O)C(C)C)NC2CCC(CC2)N(C)C)F)F 1-(2,2-difluorospiro-[2.3]hexan-1-yl)-N-[4-[2-[[4-(dimethylamino)-cyclohexyl]amino]-8-isopropyl-7-oxo-pteridin-6-yl]-2-fluoro-phenyl]methanesulfonamide